FC(F)(F)C1=CC=2C(=NC=CC2)S1 (trifluoromethyl)thieno[2,3-b]pyridine